NC1=NC=C(C2=C1C(=NN2[C@@H]2CN(CC2)C(C=C)=O)C#CC2=CC1=C(N(C=N1)C1CC1)C=C2)CC(C)C (S)-1-(3-(4-amino-3-((1-cyclopropyl-1H-benzo[d]imidazol-5-yl)ethynyl)-7-isobutyl-1H-pyrazolo[4,3-c]pyridin-1-yl)pyrrolidin-1-yl)prop-2-en-1-one